O=C1NC(CCC1N1C=NC2=CC=CC(=C2C1=O)NCC1=CC=C(CN2CC3C(C2)CN(C3)C3=C(C=C(C#N)C=C3)F)C=C1)=O 4-(5-(4-(((3-(2,6-dioxopiperidin-3-yl)-4-oxo-3,4-dihydroquinazolin-5-yl)amino)methyl)benzyl)hexahydropyrrolo[3,4-c]pyrrol-2(1H)-yl)-3-fluorobenzonitrile